O=C(CCCCC1=NNC(C2=CC=CC=C12)=O)N1CCN(CC1)C1=NC=C(C=N1)C(F)(F)F 4-(5-oxo-5-(4-(5-(trifluoromethyl)pyrimidin-2-yl)piperazin-1-yl)pentyl)phthalazin-1(2H)-one